ClC1=C(C(=CC=C1OC)[N+](=O)[O-])/C=C/C(=O)OCC ethyl (E)-3-(2-chloro-3-methoxy-6-nitro-phenyl)prop-2-enoate